N-(5-cyclobutyl-1H-pyrazol-3-yl)-2-(4-((2-(2,6-dioxopiperidin-3-yl)benzyl)oxy)phenyl)acetamide C1(CCC1)C1=CC(=NN1)NC(CC1=CC=C(C=C1)OCC1=C(C=CC=C1)C1C(NC(CC1)=O)=O)=O